C[C@H]1CC2=C(C(=CC(=C2[C@@H](N1)C)O)O)C3=CC(=C(C4=C3C=C(C=C4OC)C)O)C5=C(C6=C(C=C(C=C6OC)C)C(=C5)C7=C8C[C@@H](N[C@H](C8=C(C=C7O)O)C)C)O The molecule is a dimeric isoquinoline alkaloid isolated from Ancistrocladus abbreviatus and has been shown to exhibit anti-HIV activity. It has a role as a metabolite, an anti-HIV-1 agent and an anti-HIV-2 agent. It is an isoquinoline alkaloid, a polyphenol, a ring assembly, a member of isoquinolines, an aromatic ether, a methoxynaphthalene and a member of naphthols.